FC(CN1N=CC(=C1)C=1C(=CC(=C(C1)NC(=O)C=1C=NN2C1C=CC(=C2)C)C)C)F N-[5-[1-(2,2-Difluoroethyl)pyrazol-4-yl]-2,4-dimethylphenyl]-6-methylpyrazolo[1,5-a]pyridine-3-carboxamide